methyl 5-(2-chloro-5-fluoropyrimidin-4-yl)-1H-pyrrole-3-carboxylate ClC1=NC=C(C(=N1)C1=CC(=CN1)C(=O)OC)F